BrC=1C=CC(=NC1)NN 5-bromo-2-hydrazinylpyridine